Cl.BrC=1C=CC(=C(C1)C1=C(C(N(N1)C)=O)C1CCOCC1)[N+](=O)[O-] 5-(5-bromo-2-nitrophenyl)-2-methyl-4-(tetrahydro-2H-pyran-4-yl)-1,2-dihydro-3H-pyrazol-3-one hydrochloride